Cl.F[C@@H]1C[C@@]2(CCCN2C1)C(=O)O (2R,7aS)-2-fluorotetrahydro-1H-pyrrolizine-7a(5H)-carboxylic acid hydrochloride